4-(3-methylhexan-3-yl)phenol CC(CC)(CCC)C1=CC=C(C=C1)O